2-(1H-imidazol-2-yl)-N-(3-(trifluoromethyl)phenyl)thiazole-4-carboxamide N1C(=NC=C1)C=1SC=C(N1)C(=O)NC1=CC(=CC=C1)C(F)(F)F